(E)-N-(2-(3-(hydroxyamino)-3-oxoprop-1-en-1-yl)phenyl)-2-morpholinoisonicotinamide ONC(/C=C/C1=C(C=CC=C1)NC(C1=CC(=NC=C1)N1CCOCC1)=O)=O